N1=C(N=CC(=C1)[C@@H]1[C@@H](C1)C=1C=C(C(=C(C1)N(CCO)C)F)F)C1=NC=CC=N1 cis-2-((5-(2-([2,2'-bipyrimidin]-5-yl)cyclopropyl)-2,3-difluorophenyl)(methyl)amino)ethan-1-ol